CC1([C@@H]2CCC([C@@H]([C@]2(CCC1)C)CCC(C)O)=C)C 4-[(1S,4aS,8aS)-5,5,8a-trimethyl-2-methylene-decalin-1-yl]butan-2-ol